ClC=1C=C2C3=C(NC2=C(C1)I)C(=NCC3)C[C@H]3COCCC3 6-chloro-8-iodo-1-[[(3S)-tetrahydropyran-3-yl]methyl]-4,9-dihydro-3H-pyrido[3,4-b]indole